N-(1-((2-(Azetidin-1-yl)pyrimidin-5-yl)methyl)-1H-pyrazol-4-yl)-6-(3-chloro-2-fluoro-6-(trifluoromethyl)phenyl)pyrazine-2-carboxamide N1(CCC1)C1=NC=C(C=N1)CN1N=CC(=C1)NC(=O)C1=NC(=CN=C1)C1=C(C(=CC=C1C(F)(F)F)Cl)F